N1C(=O)NC(=O)N=C1 aza-uracil